O=C([C@H](O)[C@@H](O)[C@H](O)[C@H](O)CO)[O-].[Zn+2].O=C([C@H](O)[C@@H](O)[C@H](O)[C@H](O)CO)[O-] zinc D-gluconate